FC1(CN(C1)C(=O)C=1C=NC2=C(C=CC=C2C1)C1=CC=C2C(N(C3(C2=C1)CC3)C)=O)C 6'-(3-(3-fluoro-3-methylazetidine-1-carbonyl)quinolin-8-yl)-2'-methyl-spiro[cyclopropane-1,1'-isoindoline]-3'-one